N-(7-cyclopropyl-1-(prop-2-yn-1-yl)-1H-indazol-3-yl)-3,4-difluorobenzamide C1(CC1)C=1C=CC=C2C(=NN(C12)CC#C)NC(C1=CC(=C(C=C1)F)F)=O